(S)-9-cyano-5-methyl-4-oxo-2,3,4,5-tetrahydrobenzo[b][1,4]oxazepin-3-ylcarbamic acid tert-butyl ester C(C)(C)(C)OC(N[C@@H]1C(N(C2=C(OC1)C(=CC=C2)C#N)C)=O)=O